2-(2-fluoronaphthalen-1-yl)ethyl methanesulfonate CS(=O)(=O)OCCC1=C(C=CC2=CC=CC=C12)F